C1(CC1)N1C(N(CC1)CC(CN1C2=CC=C(C=C2C=2C=C(C=CC12)F)F)O)=O 1-cyclopropyl-3-(3-(3,6-difluoro-9H-carbazol-9-yl)-2-hydroxypropyl)imidazolidin-2-one